C(C)C1OC2=C(OC1)C(=CC=C2N2CCNCC2)CC 3,8-Diethyl-5-(piperazin-1-yl)-2,3-dihydro-1,4-benzodioxine